tert-butyl 3-(2-chloro-6-(6-(methylcarbamoyl)pyrimidin-4-yl)pyridin-4-yl)piperidine-1-carboxylate ClC1=NC(=CC(=C1)C1CN(CCC1)C(=O)OC(C)(C)C)C1=NC=NC(=C1)C(NC)=O